ClC=1C=C(C=C(C1)OCC1CC1)C=1C(=NC=C(C1)NC(=O)OC(C)(C)C)O 3-(3-Chloro-5-(cyclopropylmethoxy)phenyl)-2-hydroxy-5-tert-butoxycarbonylaminopyridine